3-bromo-1,7-dimethyl-6-nitroquinolin-4(1H)-one BrC1=CN(C2=CC(=C(C=C2C1=O)[N+](=O)[O-])C)C